C1(CC1)[C@H]1CN(CCN1)C=1C2=CN(N=C2C(=CC1)C(=O)NC=1C=C(C=2N(C1)C=C(N2)C)F)C 4-[(3S)-3-cyclopropylpiperazin-1-yl]-N-{8-fluoro-2-methylimidazo[1,2-a]pyridin-6-yl}-2-methylindazole-7-carboxamide